5-((2-fluorophenoxy)methyl)-2-methylbenzofuran-3-carboxylic acid ethyl ester C(C)OC(=O)C1=C(OC2=C1C=C(C=C2)COC2=C(C=CC=C2)F)C